NC1=NC=CC(=C1Cl)SC1=C(C=C(C(=N1)CO)N1CCC2([C@@H]([C@@H](OC2)C)N)CC1)C {6-[(2-amino-3-chloropyridin-4-yl)sulfanyl]-3-[(3S,4S)-4-amino-3-methyl-2-oxa-8-azaspiro[4.5]decan-8-yl]-5-methylpyridin-2-yl}methanol